1,2-dioleoyl-(dioleoyl)-sn-glycero-3-phosphoethanolamine C(CCCCCCC\C=C/CCCCCCCC)(=O)OC[C@@H](OC(CCCCCCC\C=C/CCCCCCCC)=O)COP(=O)(O)OCCN(C(CCCCCCC\C=C/CCCCCCCC)=O)C(CCCCCCC\C=C/CCCCCCCC)=O